Racemic-1-(5,6-dimethylpyridin-3-yl)-3-(isoquinolin-4-yl)-2-oxoimidazoline-4-carbonitrile CC=1C=C(C=NC1C)N1C(N([C@H](C1)C#N)C1=CN=CC2=CC=CC=C12)=O |r|